Cl.Cl.OC1=C(OC2=C(C(=CC=C2C1=O)O)OC)C1=CC=C(C=C1)CN(CCN1CCCCC1)C 3,7-Dihydroxy-8-methoxy-2-(4-((methyl(2-(piperidin-1-yl)ethyl)amino)methyl)phenyl)-4H-chromen-4-one dihydrochloride